CN(C=1C=C(C=CC1)C=1N=C(SC1)NC(CCNC(OC(C)(C)C)=O)=O)C Tert-butyl (3-((4-(3-(dimethylamino)phenyl)thiazol-2-yl)amino)-3-oxopropyl)carbamate